2-methylamino-4-(3-methoxyanilino)-6-chloro-1,3,5-triazine CNC1=NC(=NC(=N1)NC1=CC(=CC=C1)OC)Cl